CC1=NN(C(=N1)C)C1=NC(=NC=C1F)N1CCN(CC1)C(=O)N1N=CC[C@H]1C1=CN=C(S1)C (S)-(4-(4-(3,5-dimethyl-1H-1,2,4-triazol-1-yl)-5-fluoropyrimidin-2-yl)piperazin-1-yl)(5-(2-methylthiazol-5-yl)-4,5-dihydro-1H-pyrazol-1-yl)methanone